3-(9H-carbazol-9-yl)propionyl-hydrazine C1=CC=CC=2C3=CC=CC=C3N(C12)CCC(=O)NN